2-[(2'R,4S)-6-bromo-2'-fluoro-1-oxospiro[3H-isoquinoline-4,1'-cyclopropan]-2-yl]-N-[5-(trifluoromethyl)pyrimidin-2-yl]acetamide BrC=1C=C2C(=CC1)C(N(C[C@@]21[C@@H](C1)F)CC(=O)NC1=NC=C(C=N1)C(F)(F)F)=O